3-amino-N-(3-(4-amino-4-(cyanomethyl)piperidin-1-yl)pyridin-2-yl)-6-(3-(trifluoromethyl)pyridin-2-yl)pyrazine-2-carboxamide NC=1C(=NC(=CN1)C1=NC=CC=C1C(F)(F)F)C(=O)NC1=NC=CC=C1N1CCC(CC1)(CC#N)N